O=C1NC(CCC1C1=NN(C2=C(C=CC=C12)[C@@H]1C(CN(CC1)C(=O)OC(C)(C)C)(F)F)C)=O 1-Tert-butyl (4R)-4-[3-(2,6-dioxo-3-piperidyl)-1-methyl-indazol-7-yl]-3,3-difluoro-piperidine-1-carboxylate